BrC=1NC(=C2C(N(CCC21)C2CC2)=O)Br 1,3-dibromo-5-cyclopropyl-2,5,6,7-tetrahydro-4H-pyrrolo[3,4-c]pyridin-4-one